(S)-9-amino-4-ethyl-8-fluoro-4-hydroxy-11-(2-hydroxyethyl)-1,12-dihydro-14H-pyrano[3',4':6,7]indolizino[1,2-b]quinoline-3,14(4H)-dione NC1=CC=2C(=C3C(=NC2C=C1F)C1=CC2=C(C(N1C3)=O)COC([C@]2(O)CC)=O)CCO